(1-(3-amino-4-cyclobutylbenzoyl)-4-fluoropiperidin-4-yl)benzonitrile NC=1C=C(C(=O)N2CCC(CC2)(F)C2=C(C#N)C=CC=C2)C=CC1C1CCC1